C(C1=CC=CC=C1)O[C@H]1C(O[C@@H]([C@H]([C@@H]1OCC1=CC=CC=C1)OCC1=CC=CC=C1)COCC1=CC=CC=C1)O (3r,4s,5r,6r)-3,4,5-tris(benzyloxy)-6-((benzyloxy)methyl)tetrahydro-2H-pyran-2-ol